5-amino-1-(5-(hydroxymethyl)-2-methoxybenzyl)-3-methyl-1H-pyrazolo[4,3-d]pyrimidin-7-ol NC=1N=C(C2=C(N1)C(=NN2CC2=C(C=CC(=C2)CO)OC)C)O